C([C@@H](C(=O)N[C@@H](CC(=O)O)C(=O)O)N)C(=O)O The molecule is a dipeptide formed from two L-aspartic acid units. It has a role as a Mycoplasma genitalium metabolite. It derives from a L-aspartic acid.